di(tetracosyl) ketone C(CCCCCCCCCCCCCCCCCCCCCCC)C(=O)CCCCCCCCCCCCCCCCCCCCCCCC